2-(5-Fluoro-6-methylpyridin-2-yl)-6,6-dimethyl-3-(1H-pyrazolo[3,4-b]pyridin-4-yl)-6,7-dihydro-4H-pyrazolo[5,1-c][1,4]oxazine FC=1C=CC(=NC1C)C1=NN2C(COC(C2)(C)C)=C1C1=C2C(=NC=C1)NN=C2